OC(C)C=1NC(C=2SC(=C3OCCCC1C23)C=2C=NN(C2)C(C2=CC=CC=C2)(C2=CC=CC=C2)C2=CC=CC=C2)=O 5-(1-hydroxyethyl)-1-(1-trityl-1H-pyrazol-4-yl)-4,6,7,8-tetrahydro-3H-9-oxa-2-thia-4-azabenzo[cd]azulen-3-one